ClC=1C=C(C(=NC1)OC1=C(C=C(C=C1)N1N=NC(=C1)CC(CC(=O)OCC)=O)F)F ethyl 4-(1-(4-((5-chloro-3-fluoropyridin-2-yl) oxy)-3-fluorophenyl)-1H-1,2,3-triazol-4-yl)-3-oxobutyrate